4-((4bS,5S,6R,7S,7aR)-4b,5-dihydroxy-4-methoxy-6-(morpholinylsulfonyl)-7-phenyl-4b,5,6,7-tetrahydro-7aH-cyclopenta[4,5]furo[2,3-c]pyridin-7a-yl)benzonitrile O[C@@]12[C@@](OC=3C=NC=C(C31)OC)([C@@H]([C@H]([C@H]2O)S(=O)(=O)N2CCOCC2)C2=CC=CC=C2)C2=CC=C(C#N)C=C2